N1=CC(=CC=C1)S(=O)(=O)N1C(=C(C=C1)C(=O)O)Br (3-pyridylsulfonyl)-2-bromo-1H-pyrrole-3-formic acid